methyl-4-[5-(3,4-difluorophenyl)-1-(2,2-dimethylpropanoyl)-6-isopropyl-pyrrolo[2,3-f]indazol-7-yl]-1-hydroxy-cyclohexanecarbonitrile CC1C(CCC(C1)C1=C(N(C=2C=C3C=NN(C3=CC21)C(C(C)(C)C)=O)C2=CC(=C(C=C2)F)F)C(C)C)(C#N)O